1-(6-(4-(2-amino-3-nitropyridin-4-yl)-1H-pyrazol-1-yl)pyridin-3-yl)-1-cyclopropyl-2,2,2-trifluoroethanol NC1=NC=CC(=C1[N+](=O)[O-])C=1C=NN(C1)C1=CC=C(C=N1)C(C(F)(F)F)(O)C1CC1